5-(4-(2-Isopropoxypyrimidin-5-yl)-1H-pyrazol-1-yl)-1-propylpyridin-2(1H)-one C(C)(C)OC1=NC=C(C=N1)C=1C=NN(C1)C=1C=CC(N(C1)CCC)=O